P(=O)(O)(O)O.C(CCCCCCCCCCCCCCC)[Na] hexadecyl-sodium hydrogen phosphate